C1(CC1)C=1C=C(C(=NC1)C(C)N(C(OC(C)(C)C)=O)C)F tert-butyl (1-(5-cyclopropyl-3-fluoropyridin-2-yl)ethyl)(methyl)carbamate